IC1=CC=C(C=C1)N1N=NC(=C1C(=O)OCC)C ethyl 1-(4-iodophenyl)-4-methyl-1H-1,2,3-triazole-5-carboxylate